2-(3-(3,3-difluoro-1-((4-methyl-4H-1,2,4-triazol-3-yl)methyl)cyclobutyl)phenyl)-6-fluoro-3-oxo-7-(trifluoromethyl)isoindoline-5-carbaldehyde FC1(CC(C1)(CC1=NN=CN1C)C=1C=C(C=CC1)N1CC2=C(C(=C(C=C2C1=O)C=O)F)C(F)(F)F)F